(1-(cyclohexylamino)-3-(1H-indol-3-yl)-1-oxopropan-2-yl) carbamate C(N)(OC(C(=O)NC1CCCCC1)CC1=CNC2=CC=CC=C12)=O